N-ethyl-N-methoxycarbamoyl chloride C(C)N(C(=O)Cl)OC